5-(6-(2,6-diazaspiro[3.3]heptan-2-yl)pyridin-3-yl)-7-(1-methyl-1H-pyrazol-4-yl)quinazoline C1N(CC12CNC2)C2=CC=C(C=N2)C2=C1C=NC=NC1=CC(=C2)C=2C=NN(C2)C